C(C1=CC=CC=C1)(=O)C=1C=CC2=C(NC(=N2)NC(=O)C=2N=C(SC2)C2CCN(CC2)C=2C3=C(N=CN2)C=CS3)C1 N-(6-benzoyl-1H-benzimidazol-2-yl)-2-(1-thieno[3,2-d]pyrimidin-4-yl-4-piperidinyl)-4-thiazolecarboxamide